6-(4-Ethyl-3-(hydroxymethyl)-5-oxo-4,5-dihydro-1H-1,2,4-triazol-1-yl)-4-(prop-1-en-2-yl)-2-(2-(trifluoromethyl)phenyl)isoquinolin-1(2H)-one C(C)N1C(=NN(C1=O)C=1C=C2C(=CN(C(C2=CC1)=O)C1=C(C=CC=C1)C(F)(F)F)C(=C)C)CO